N-hydroxy-4-((imidazo[1,2-a]pyridin-8-ylamino)methyl)benzamide ONC(C1=CC=C(C=C1)CNC=1C=2N(C=CC1)C=CN2)=O